O=C1C(=CN(C=C1C1=CC=C(C=C1)C)CC1CCOCC1)C(=O)OCC Ethyl 4-oxo-1-((tetrahydro-2H-pyran-4-yl) methyl)-5-(p-tolyl)-1,4-dihydropyridine-3-carboxylate